CC=1C2=C3C=CC=CC3=CC=C2C2=CC=C3C=CC=CC3=C2C1 13-methylpicene